ClC1=C2C=CC(=NC2=CC=C1)C1=CC(=CC2=C1OC1=NC(=CC=C12)C)C 8-(5-Chloroquinolin-2-yl)-2,6-dimethylbenzofurano[2,3-b]pyridine